C(#N)C1(CC1)C(=O)N1CC2(CC2)[C@@H]([C@@H]1CC1=C(C(=CC=C1)C1=CC=CC=C1)F)NS(=O)(=O)CF N-[(6S,7S)-5-(1-cyanocyclopropanecarbonyl)-6-[(2-fluoro-3-phenyl-phenyl)methyl]-5-azaspiro[2.4]heptan-7-yl]-1-fluoro-methanesulfonamide